C(CCC)C1N(CC12CC(C2)N2N=C(C(=C2C(F)F)I)C=2C=NC=CC2)C(=O)OCC2=CC=CC1=CC=CC(=C21)CO 1,8-naphthalenedimethanol butyl-6-(5-(difluoromethyl)-4-iodo-3-(pyridin-3-yl)-1H-pyrazol-1-yl)-2-azaspiro[3.3]heptane-2-carboxylate